C=1N=CN2C1C1=CC=CC=C1[C@@H]2C2C(CNC2)O 4-((S)-5H-imidazo[5,1-a]isoindol-5-yl)pyrrolidin-3-ol